ClC1=CC=C(CNC(=O)NC2=CC=C(C=C2)S(=O)(=O)CCN2CCOCC2)C=C1 1-(4-chlorobenzyl)-3-(4-((2-morpholinoethyl)sulfonyl)phenyl)urea